[Si](C)(C)(C(C)(C)C)OCC(CO[Si](C)(C)C(C)(C)C)=O 1,3-bis((tert-butyl(dimethyl)silyl)oxy)propan-2-one